acetyl fumarate C(\C=C\C(=O)[O-])(=O)OC(C)=O